CNC=1C(=CC=C(C1)C(F)(F)F)N N1-methyl-5-(trifluoromethyl)benzene-1,2-diamine